C(C)(C)(C)N(C(O)=O)C1=NC=CC=C1.FC(C(=O)C=1C(=NC=CC1)NC(OC(C)(C)C)=O)(F)F tert-butyl [3-(trifluoroacetyl)pyridin-2-yl]carbamate tert-butyl-pyridin-2-ylcarbamate